[(furan-2-yl)methyl]-3-methyl-2-[(methylamino)methyl]thieno[3,2-b]pyridin-7-amine hydrochloride Cl.O1C(=CC=C1)CC1=CC(=C2C(=N1)C(=C(S2)CNC)C)N